FC(CCN1CCC(CC1)NC(OC(C)(C)C)=O)(F)F tert-butyl N-[1-(3,3,3-trifluoropropyl)piperidin-4-yl]carbamate